4-[2-(2-Chloro-4-fluorophenyl)ethynyl]piperidine ClC1=C(C=CC(=C1)F)C#CC1CCNCC1